OCC1=CC=NN1.[Au] gold 5-(hydroxymethyl)pyrazole